FC(OC[C@H]1N(CCN(C1)CC1=CC=C(C=C1)C(F)(F)F)C=1SC(=CN1)C(=O)O)F (S)-2-(2-((difluoromethoxy)methyl)-4-(4-(trifluoromethyl)benzyl)piperazin-1-yl)thiazole-5-carboxylic acid